6-methyl-N-[4-(4-methyl-3-pyridyl)thiazol-2-yl]pyridine-3-carboxamide CC1=CC=C(C=N1)C(=O)NC=1SC=C(N1)C=1C=NC=CC1C